C(C)C1=C(C=CC(=C1)N1C2C(NCC1)COC2)NC2=NC=C(C(=N2)C2=CC1=C(C(N(CCS1(=O)=O)C)=S)S2)C(F)(F)F 7-(2-((2-ethyl-4-(hexahydrofuro[3,4-b]pyrazin-1(2H)-yl)phenyl)amino)-5-(trifluoromethyl)pyrimidin-4-yl)-4-methyl-3,4-dihydrothieno[2,3-f][1,4]thiazepine-5(2H)-thione 1,1-dioxide